C(C1=CC=CC=C1)(C1=CC=CC=C1)NC(=S)NCC(C1=CNC2=CC=CC=C12)C1=CNC2=CC=CC=C12 1-benzhydryl-3-(2,2-bis(1H-indol-3-yl)ethyl)thiourea